tert-butyl (Z)-4-(4-amino-4-(hydroxyimino)butyl)piperidine-1-carboxylate N\C(\CCCC1CCN(CC1)C(=O)OC(C)(C)C)=N/O